C(#N)C(CCS(=O)(=O)C)NC(=O)N1N=CC(=C1)C1=C2C(=NC=C1)NC=N2 N-(1-cyano-3-(methylsulfonyl)propyl)-4-(3H-imidazo[4,5-b]pyridin-7-yl)-1H-pyrazole-1-carboxamide